3-cyclopropyl-4-({3-[2-(3-methylbut-2-en-1-yl)-2H-1,2,3,4-tetrazol-5-yl]phenyl}amino)-N-[1-methylimidazolidin-2-ylidene]benzamide C1(CC1)C=1C=C(C(=O)N=C2N(CCN2)C)C=CC1NC1=CC(=CC=C1)C=1N=NN(N1)CC=C(C)C